C(C)[C@](N)(C)C(=O)O (R)-alpha-ethylalanine